FC=1C=C(C=C(C1F)F)C1=C(C=CC=C1)[N+](=O)[O-] 3',4',5'-trifluoro-2-nitro-1,1'-biphenyl